2-(3-chlorophenyl)-4,6-diphenylpyrimidine ClC=1C=C(C=CC1)C1=NC(=CC(=N1)C1=CC=CC=C1)C1=CC=CC=C1